C(C)(C)(C)OC(=O)N1CC(C1)C1=NN(C2=NC=CC(=C21)N2C(C(CC2)O)=O)C2=CC=C(C=C2)OC(F)(F)F 3-(4-(3-hydroxy-2-oxopyrrolidin-1-yl)-1-(4-(trifluoromethoxy)phenyl)-1H-pyrazolo[3,4-b]pyridin-3-yl)azetidine-1-carboxylic acid tert-butyl ester